O1-Pentyl-Mannose CCCCCO[C@@H]1[C@H]([C@@H]([C@H]([C@@H](O1)CO)O)O)O